9,9-bis(4-cyanophenoxyphenyl)xanthene C(#N)C1=CC=C(OC2=C(C=CC=C2)C2(C3=CC=CC=C3OC=3C=CC=CC23)C2=C(C=CC=C2)OC2=CC=C(C=C2)C#N)C=C1